(3S)-β-amino-N-ethyl-2-hydroxy-5-phenylpentanamide hydrochloride Cl.N[C@H](C(C(=O)NCC)O)CCC1=CC=CC=C1